ethyl 1-((2-(tert-butoxy)-2-oxoethyl)thio)cyclobutanecarboxylate C(C)(C)(C)OC(CSC1(CCC1)C(=O)OCC)=O